acetic acid (cis-4-hydroxycyclopent-2-en-1-yl) ester O[C@H]1C=C[C@H](C1)OC(C)=O